BrC1=NC=CC(=C1)OC(C)C 2-bromo-4-isopropoxypyridine